2-[6-(2,4-Difluorophenyl)pyrazolo[4,3-b]pyridin-1-yl]-1-(3-fluoroazetidin-1-yl)ethanone FC1=C(C=CC(=C1)F)C=1C=C2C(=NC1)C=NN2CC(=O)N2CC(C2)F